1,2-bis(3-hydroxymethylcyclohexyl)ethylene OCC1CC(CCC1)C=CC1CC(CCC1)CO